(6s,8r)-6-(4-bromo-2-methoxyphenyl)-7-(2,2-difluoro-3-methoxypropyl)-8-methyl-3-(tetrahydro-2H-pyran-2-yl)-6,7,8,9-tetrahydro-3H-pyrazolo[4,3-f]isoquinoline BrC1=CC(=C(C=C1)[C@H]1N([C@@H](CC2=C3C(=CC=C12)N(N=C3)C3OCCCC3)C)CC(COC)(F)F)OC